(1S,4R)-tert-butyl 2-(2-ethoxy-2-oxoethyl)-7-azabicyclo[2.2.1]heptane-7-carboxylate C(C)OC(CC1[C@@H]2CC[C@H](C1)N2C(=O)OC(C)(C)C)=O